5-(1-(3-amino-3-oxopropyl)-3-(trifluoromethyl)-1H-pyrazol-4-yl)-N-(3-chloro-4-(4-(piperidine-4-carbonyl)piperazine-1-carbonyl)phenyl)-1-methyl-1H-imidazole-2-carboxamide NC(CCN1N=C(C(=C1)C1=CN=C(N1C)C(=O)NC1=CC(=C(C=C1)C(=O)N1CCN(CC1)C(=O)C1CCNCC1)Cl)C(F)(F)F)=O